CC(CNCCCCN)(CC)C N-(2,2-dimethylbutyl)butane-1,4-diamine